(S)-N-(1-cycloheptyl-2-((2-fluoro-4-(2-(methyl(1-(trifluoromethyl)cyclopropyl)amino)-2-oxoethyl)phenyl)amino)-2-oxoethyl)-1-ethyl-1H-pyrazole-5-carboxamide C1(CCCCCC1)[C@@H](C(=O)NC1=C(C=C(C=C1)CC(=O)N(C1(CC1)C(F)(F)F)C)F)NC(=O)C1=CC=NN1CC